C1(C=CC2=CC=CC=C12)[Si](C1C=C(C2=CC=CC=C12)CC(CCCC)CC)(C)C 1-((1H-inden-1-yl)dimethylsilyl)-3-(2-ethylhexyl)-1H-inden